(9H-fluoren-9-yl)methyl ((2S)-4-(benzylamino)-1-cyclopropyl-3-hydroxy-4-oxobutan-2-yl)carbamate C(C1=CC=CC=C1)NC(C([C@H](CC1CC1)NC(OCC1C2=CC=CC=C2C=2C=CC=CC12)=O)O)=O